(S)-1-amino-2,3-dihydro-1H-indene-5-carbonitrile N[C@H]1CCC2=CC(=CC=C12)C#N